2-[(2Z)-2-(aminomethyl)-3-fluoroprop-2-en-1-yl]-4-[4'-(4H-1,2,4-triazol-3-yl)biphenyl-3-yl]-2,4-dihydro-3H-1,2,4-triazol-3-one NC/C(/CN1N=CN(C1=O)C=1C=C(C=CC1)C1=CC=C(C=C1)C1=NN=CN1)=C/F